3-(2-((isobutylthio)methyl)imidazo[1,2-a]pyridin-6-yl)-5-(trifluoromethyl)-1,2,4-oxadiazole C(C(C)C)SCC=1N=C2N(C=C(C=C2)C2=NOC(=N2)C(F)(F)F)C1